N1=C(C=NC=C1)C(N)=S pyrazine-2-thiocarboxamide